(-)-1,1'-binaphthol C=1(C(=CC=C2C=CC=CC12)O)C1=CC=CC2=CC=CC=C12